(1R)-1-[6-(4-methylpiperazin-1-yl)pyridin-2-yl]Ethan-1-amine CN1CCN(CC1)C1=CC=CC(=N1)[C@@H](C)N